bis(triphenylphosphine-ylidene)-ammonium chloride [Cl-].C1(=CC=CC=C1)P(C1=CC=CC=C1)(C1=CC=CC=C1)=[N+]=P(C1=CC=CC=C1)(C1=CC=CC=C1)C1=CC=CC=C1